5'-Butyrylphosphouridine C(CCC)(=O)OP(=O)(O)OC[C@@H]1[C@H]([C@H]([C@@H](O1)N1C(=O)NC(=O)C=C1)O)O